Tert-butyl 6-[(2-methoxycarbonylphenyl) methyl]-2,6-diazaspiro[3.3]heptane-2-carboxylate COC(=O)C1=C(C=CC=C1)CN1CC2(CN(C2)C(=O)OC(C)(C)C)C1